[N+](=[N-])=CC(CC[C@@H](C(=O)OC(C)C)NC([C@H](C=1N=CSC1)O)=O)=O isopropyl (S)-6-diazo-2-((S)-2-hydroxy-2-(thiazol-4-yl)acetamido)-5-oxohexanoate